(S)-6-(4-fluoro-2-methyl-phenyl)-1-(2-hydroxybutyl)-3H-imidazo[4,5-b]pyridin-2-one FC1=CC(=C(C=C1)C=1C=C2C(=NC1)NC(N2C[C@H](CC)O)=O)C